(2R,2'R)-2,2'-((((((2,2'-dimethyl-[1,1'-biphenyl]-3,3'-diyl)bis(azanediyl))bis(carbonyl))bis(4-methylpyridine-6,3-diyl))bis(methylene))bis(azanediyl))bis(4-hydroxybutanoic acid) CC1=C(C=CC=C1NC(=O)C1=CC(=C(C=N1)CN[C@@H](C(=O)O)CCO)C)C1=C(C(=CC=C1)NC(=O)C1=CC(=C(C=N1)CN[C@@H](C(=O)O)CCO)C)C